N-[(6-amino-2-pyridyl)sulfonyl]-2-[cyclopropylmethyl(methyl)amino]-6-(3-fluoro-5-isobutoxy-phenyl)pyridine-3-carboxamide NC1=CC=CC(=N1)S(=O)(=O)NC(=O)C=1C(=NC(=CC1)C1=CC(=CC(=C1)OCC(C)C)F)N(C)CC1CC1